methylene-6-(5-isopropyl-1-(3-(2-(propoxymethyl)morpholino)propylimidazol-4-yl)methylene)piperazine-2,5-dione C=C1C(NC(C(N1)=O)=CC=1N=C(NC1C(C)C)CCCN1CC(OCC1)COCCC)=O